(R)-3-acetyl-6-(4-(trifluoromethyl)phenyl)-2,3,4,4a,5,6-hexahydro-1H-pyrazino[1,2-a]quinoxalin-1-one C(C)(=O)N1C[C@@H]2N(C3=CC=CC=C3N(C2)C2=CC=C(C=C2)C(F)(F)F)C(C1)=O